2-(azepan-1-yl)-N-(2-methyl-5-sulfamoylthiophen-3-yl)-5-(trifluoro-methyl)pyridine-3-carboxamide N1(CCCCCC1)C1=NC=C(C=C1C(=O)NC1=C(SC(=C1)S(N)(=O)=O)C)C(F)(F)F